C(C)(C)(C)OC(=O)N[C@H](C(=O)OC)CC1=C(C=CC(=C1)Cl)C=1OC(=NN1)C methyl (2S)-2-[(tert-butoxycarbonyl)amino]-3-[5-chloro-2-(5-methyl-1,3,4-oxadiazol-2-yl)phenyl]propanoate